FC1=CC=C(C=C1)[C@H](C)NC1=NC(=CC(=C1)C1=CC=C(C=C1)S(=O)(=O)C)NC1=NC=CN=C1 (S)-N2-[1-(4-fluorophenyl)ethyl]-4-[4-(methylsulfonyl)phenyl]-N6-(pyrazin-2-yl)pyridine-2,6-diamine